ClC1=C(C=C(C=C1)C=1CCSC2=C(C1C1=CC=C(C=C1)O[C@@H]1CN(CC1)CCCF)C=CC(=C2)O)F 4-(4-Chloro-3-fluorophenyl)-5-[4-[(3S)-1-(3-fluoropropyl)pyrrolidin-3-yl]oxyphenyl]-2,3-dihydro-1-benzothiepin-8-ol